tert-butyl 4-(4,5-dichloro-2-methoxyphenyl)-1,2,3,6-tetrahydropyridine-1-carboxylate ClC1=CC(=C(C=C1Cl)C=1CCN(CC1)C(=O)OC(C)(C)C)OC